(1S,2S)-N-(5-((1S)-3,3-difluorocyclopentyl)-4-(2,6-dimethoxyphenyl)-4H-1,2,4-triazol-3-yl)-1-(5-methyl-2-pyrimidinyl)-1-(2-propanyloxy)-2-propanesulfonamide FC1(C[C@H](CC1)C=1N(C(=NN1)NS(=O)(=O)[C@H]([C@@H](OC(C)C)C1=NC=C(C=N1)C)C)C1=C(C=CC=C1OC)OC)F